6-fluoro-2-(methyl-d3)pyridin-3-ol FC1=CC=C(C(=N1)C([2H])([2H])[2H])O